COCC1=C(C=NC=C1)OB(O)O [4-(methoxymethyl)pyridin-3-yl]Boric acid